OC[C@H](C(C)(C)C)NC(=O)C=1C=2C[C@@H]3[C@H](C2N(N1)C1=NC=CC(=C1)Br)C3 (1aR,5aR)-2-(4-Bromo-pyridin-2-yl)-1a,2,5,5a-tetrahydro-1H-2,3-diaza-cyclopropa[a]pentalene-4-carboxylic acid ((S)-1-hydroxymethyl-2,2-dimethyl-propyl)-amide